6-Bromo-2-(2-chloro-6-fluorophenyl)-7-fluoro-4-isopropyl-2H-benzo[b][1,4]oxazin-3(4H)-one BrC1=CC2=C(OC(C(N2C(C)C)=O)C2=C(C=CC=C2F)Cl)C=C1F